C(C1=CC=CC=C1)(=O)C12C(=C(C(C1)C2)C2=CC=CC=C2)CS(=O)(=O)NCC2=CC=CC=C2 1-benzoyl-3-phenylbicyclo[2.1.1]hex-2-ene-2-yl-N-benzylmethanesulfonamide